1-(2-(Dimethylamino)-1-(4-fluoro-3-iodophenyl)ethyl)-4-(5-morpholino-1-tosyl-1H-pyrrolo[2,3-b]pyridin-3-yl)pyridin-2(1H)-one CN(CC(C1=CC(=C(C=C1)F)I)N1C(C=C(C=C1)C1=CN(C2=NC=C(C=C21)N2CCOCC2)S(=O)(=O)C2=CC=C(C)C=C2)=O)C